C(C)C1(COC1)COCC1=CC=C(C=C1)C1=CC=C(C=C1)COCC1(COC1)CC 4,4'-bis((3-ethyl-3-oxetanyl)methoxymethyl)biphenyl